2-methyl-1-(2-(2-(((3R,4S)-3-methyl-1-(methylsulfonyl)piperidin-4-yl)amino)-5-(trifluoromethyl)pyrimidin-4-yl)thiazol-5-yl)propan-2-ol CC(CC1=CN=C(S1)C1=NC(=NC=C1C(F)(F)F)N[C@@H]1[C@@H](CN(CC1)S(=O)(=O)C)C)(C)O